6-(3-methoxyphenyl)-2,8-diphenylimidazo[1,2-a]pyridine COC=1C=C(C=CC1)C=1C=C(C=2N(C1)C=C(N2)C2=CC=CC=C2)C2=CC=CC=C2